C(C)(C)C1=C(C=CC=C1)[C@H]1N(CCOC1)C1CC2(C1)CCN(CC2)C(=O)OC(C)(C)C (R)-tert-butyl 2-(3-(2-isopropylphenyl) morpholinyl)-7-azaspiro[3.5]nonane-7-carboxylate